(+)-methyl 5-(3-cyclopropyl-1-(2-oxo-3,4-dihydropyridin-1(2H)-yl) propyl)-2-fluorophenylcarbamate C1(CC1)CCC(N1C(CCC=C1)=O)C=1C=CC(=C(C1)NC(OC)=O)F